4-(4-Methyl-3-penten-1-yl)-2(5H)-furanone CC(=CCCC1=CC(OC1)=O)C